(S)-6-(3-Cyclopropyl-2-fluorophenyl)-2-azaspiro[3.4]octan C1(CC1)C=1C(=C(C=CC1)[C@@H]1CC2(CNC2)CC1)F